C(C)(C)(C)OC(=O)N(C(OC(C)(C)C)=O)C1=NC=C(C=C1)CCNC(=O)OC(C)(C)C tert-Butyl (tert-butoxycarbonyl)(5-(2-((tert-butoxycarbonyl)amino)ethyl)pyridin-2-yl)carbamate